1'-((2-bromophenyl)sulfonyl)-5'-chloro-3'-hydroxy-3-phenyl-5H-spiro[furan-2,2'-indoline]-5-one BrC1=C(C=CC=C1)S(=O)(=O)N1C2(C(C3=CC(=CC=C13)Cl)O)OC(C=C2C2=CC=CC=C2)=O